1-(7-((3-((2,6-dimethylphenyl)amino)-1-methyl-1H-pyrazolo[3,4-d]pyrimidin-6-yl)amino)-3,4-Dihydroisoquinolin-2(1H)-yl)-3-(piperazin-1-yl)propan-2-ol hydrochloride Cl.CC1=C(C(=CC=C1)C)NC1=NN(C2=NC(=NC=C21)NC2=CC=C1CCN(CC1=C2)CC(CN2CCNCC2)O)C